C(C)(C)(C)OC(N(C1CCOCC1)CC=1C=C2C(=CC(=NC2=CC1)C)C1=CC(=CC=C1)C=1C=NN(C1)C)=O.C[Si](O[Si](CC[Si](Cl)(Cl)C)(O[Si](C)(C)C)O[Si](C)(C)C)(C)C 1-tris(trimethylsiloxy)silyl-2-methyldichlorosilylethane tert-butyl-((2-methyl-4-(3-(1-methyl-1H-pyrazol-4-yl)phenyl)quinolin-6-yl)methyl)(tetrahydro-2H-pyran-4-yl)carbamate